4-fluoro-5-methoxy-1,2-phenylenediamine FC1=CC(=C(C=C1OC)N)N